COC1=CC=C(C(=N1)N1C[C@H](N(C[C@@H]1C)C(=O)OC1CC2(CN(C2)CC2=CC=CC=C2)C1)C)[N+](=O)[O-] 2-benzyl-2-azaspiro[3.3]heptan-6-yl (2R,5S)-4-(6-methoxy-3-nitropyridin-2-yl)-2,5-dimethylpiperazine-1-carboxylate